N-(3-(3,3-difluorocyclobutyl)-4-methyl-1-(1-methylcyclobutyl)-1H-pyrazol-5-yl)-3,3-difluoro-cyclobutane-1-carboxamide FC1(CC(C1)C1=NN(C(=C1C)NC(=O)C1CC(C1)(F)F)C1(CCC1)C)F